4-[(3,4-dichloro-2-fluorophenyl)amino]-quinazolin-6-yl-4-acryloyl-(R)-2-methylpiperazine-1-carboxamide ClC=1C(=C(C=CC1Cl)NC1=NC=NC2=CC=C(C=C12)[C@]1(N(CCN(C1)C(C=C)=O)C(=O)N)C)F